C(=O)(O)[C@H](CC(=O)N1CC2=CC(=C(C(=C2C1)F)OCCCOC1=CC2=C(SC(=C2)C(C[C@@H](C(=O)O)C)=O)C=C1OC)OC)C (S)-4-(5-(3-((2-((S)-3-carboxybutanoyl)-4-fluoro-6-methoxy-isoindolin-5-yl)oxy)propoxy)-6-methoxy-benzo[b]thiophen-2-yl)-2-methyl-4-oxobutanoic acid